N1C=CC=2C1=NC=C(C2)OC2=C(C(=O)OC)C=CC(=C2)N2CCC(CC2)C(O)C2=C(C=CC(=C2)C=O)C2=CC=C(C=C2)Cl Methyl 2-((1H-pyrrolo[2,3-b]pyridin-5-yl)oxy)-4-(4-((4'-chloro-4-formyl-[1,1'-biphenyl]-2-yl)(hydroxy)methyl)piperidin-1-yl)benzoate